Ethyl 2-(4-((2,5-dioxo-3-(3-(trifluoromethyl)phenyl) imidazolin-1-yl)methyl)-2,6-dimethylphenoxy)-2-methylpropionate O=C1N(C(CN1C1=CC(=CC=C1)C(F)(F)F)=O)CC1=CC(=C(OC(C(=O)OCC)(C)C)C(=C1)C)C